tricyanopentene C(#N)C(CCC=C)(C#N)C#N